N-(2-(1H-Imidazol-1-yl)ethyl)-6-(1-isopropyl-1H-pyrazol-3-yl)-5-methyl-2-(1-methyl-1H-imidazol-2-yl)pyrrolo[2,1-f][1,2,4]triazin-4-amine N1(C=NC=C1)CCNC1=NC(=NN2C1=C(C(=C2)C2=NN(C=C2)C(C)C)C)C=2N(C=CN2)C